FC1=CC=C(C=C1)N1C=NC(=C1C=1C=CC=2N(C1)C(=CN2)I)C 6-[3-(4-fluorophenyl)-5-methyl-imidazol-4-yl]-3-iodo-imidazo[1,2-a]pyridine